3-Aminobutyl(trihexadecanoxysilan) NC(CC[Si](OCCCCCCCCCCCCCCCC)(OCCCCCCCCCCCCCCCC)OCCCCCCCCCCCCCCCC)C